5-[6-[7,8-dimethyl-3-(trifluoromethyl)-[1,2,4]triazolo[4,3-b]pyridazin-6-yl]-7,8-dihydro-5H-1,6-naphthyridin-3-yl]thiazole CC1=C(C=2N(N=C1N1CC=3C=C(C=NC3CC1)C1=CN=CS1)C(=NN2)C(F)(F)F)C